C(C)(C)(C)[C@@H]1OC([C@@H](N1C(=O)OCC1=CC=CC=C1)CC(C)C)=O benzyl (2S,4S)-2-(tert-butyl)-4-isobutyl-5-oxooxazolidine-3-carboxylate